CC=1\C(\C(N(N1)C1=CC=CC=C1)=O)=C/C1C(=NN(C1=O)C1=CC=CC=C1)C (4E)-5-methyl-4-[(3-methyl-5-oxo-1-phenyl-4H-pyrazol-4-yl)methylene]-2-phenylpyrazol-3-one